[4-[(1r,4r)-[4-[2-(4-aminophenoxy)-3-pyridyl]pyrimidin-2-yl] amino] cyclohexyl] carbamate C(N)(OC1CCC(CC1)NC1=NC=CC(=N1)C=1C(=NC=CC1)OC1=CC=C(C=C1)N)=O